N[C@H]1CN(CCC1)[C@@H]1[C@H](C2=CC(=CC(=C2C1)Cl)Cl)OC1=C(C=CC=C1C)C 4-[[(1S,2S)-2-[(3R)-3-aminopiperidin-1-yl]-4,6-dichloro-2,3-dihydro-1H-inden-1-yl]oxy]-3,5-dimethylbenzene